ClC1=CC(=C(C=N1)C#CC1(COCCC1)O)N1CCC(CC1)(C)CO 3-((6-chloro-4-(4-(hydroxymethyl)-4-methylpiperidin-1-yl)pyridin-3-yl)ethynyl)tetrahydro-2H-pyran-3-ol